ClC=1C(=NC=CC1C1=NC(=C(C=C1)CNCC1CCC(N1)=O)OC)C1=C(C(=CC=C1)NC1=NC=CC(=C1F)CNCCCF)Cl 5-((((3'-chloro-2'-(2-chloro-3-((3-fluoro-4-(((3-fluoropropyl)amino)methyl)pyridin-2-yl)amino)phenyl)-6-methoxy-[2,4'-bipyridin]-5-yl)methyl)amino)methyl)pyrrolidin-2-one